CC1=C(N=NC(=C1)N[C@H]1CN(CCC1)C[C@@H]1NCCC1)C1=C(C=C(C=C1)C(F)(F)F)O 2-(4-methyl-6-(((R)-1-(((R)-pyrrolidin-2-yl)methyl)piperidin-3-yl)amino)pyridazin-3-yl)-5-(trifluoromethyl)phenol